di-(tert-butyl)(2-ethoxyphenyl)phosphine C(C)(C)(C)P(C1=C(C=CC=C1)OCC)C(C)(C)C